Cl.N[C@@H](CCC(=O)NC)C (4R)-4-amino-N-methylpentanamide hydrochloride